6-amino-N-{2-[3-amino-4-(propan-2-yloxy)pyrrolidin-1-yl]-5,6,7,8-tetrahydroquinolin-6-yl}-2-methylthieno[2,3-d][1,3]thiazole-5-carboxamide NC1=C(SC=2N=C(SC21)C)C(=O)NC2CC=1C=CC(=NC1CC2)N2CC(C(C2)OC(C)C)N